O=C(C(=O)[O-])CCC(=O)[O-] ALPHA-KETOGLUTARAT